BrC1=CC=CC2=C(C3=CC=CC=C3C(=C12)OC(=O)CCCCCC)OC(=O)CCCCCC 1-bromo-9,10-bis(n-hexylcarbonyloxy)anthracene